N-(5-((2-(2,2-dimethylpyrrolidin-1-yl)ethyl)carbamoyl)-2-fluorophenyl)-2-(1-(2-methoxyethyl)-1H-pyrazol-4-yl)-1H-pyrrolo[2,3-b]pyridine-5-carboxamide CC1(N(CCC1)CCNC(=O)C=1C=CC(=C(C1)NC(=O)C=1C=C2C(=NC1)NC(=C2)C=2C=NN(C2)CCOC)F)C